1-hydroxy-3-(2-methoxyphenyl)-9H-xanthen-9-one OC1=CC(=CC=2OC3=CC=CC=C3C(C12)=O)C1=C(C=CC=C1)OC